C(CC(C)CCC=C(C)C)(=O)OCC[N+](C)(C)C (choline) citronellate